Dimethyl thiophene-3,4-dicarboxylate S1C=C(C(=C1)C(=O)OC)C(=O)OC